C(CCCCCCC(O)=N)(O)=N suberimidic acid